diethylene glycol phenyl methyl ether COCCOCCOC1=CC=CC=C1